C(C1=CC=CC=C1)(=O)NC(=O)NC1=CC(=C(C=C1)OC)C=1N(N=CC1Cl)C 1-Benzoyl-3-[3-(4-chloro-2-methyl-2H-pyrazol-3-yl)-4-methoxy-phenyl]-urea